ClC1=CC=C2C3(CN(C2=C1OC)C(C(C1=CC=C(C=C1)Cl)NC=1C=C(C=C(C1)OC)C(C)=NOC(C(=O)O)(C)C)=O)CC3 2-(((1-(3-((2-(6'-chloro-7'-methoxyspiro[cyclopropane-1,3'-indolin]-1'-yl)-1-(4-chlorophenyl)-2-oxoethyl)amino)-5-methoxyphenyl)ethylidene)amino)oxy)-2-methylpropanoic acid